N-octyl-N-methylmorpholinium C(CCCCCCC)[N+]1(CCOCC1)C